C[C@@H](C(=O)N[C@H](CCC(=O)N[C@@H](CCCCN)C(=O)N[C@H](C)C(=O)N[C@H](C)C(=O)O)C(=O)O)NC(=O)[C@@H](C)O[C@H]1[C@@H]([C@H](OC([C@@H]1NC(=O)C)O)CO)O[C@H]2[C@@H]([C@H]([C@@H]([C@H](O2)CO)O)O)NC(=O)C The molecule is an N-acetyl-beta-D-glycosaminyl glycopeptide consisting of an N-acetyl-beta-D-glycosaminyl-(1->4)-N-acetylmuramoyl moiety attached to the amino terminus of the pentapeptide L-Ala-gamma-D-Glu-L-Lys-D-Ala-D-Ala via an amide linkage.